tert-butyl (2S,6S)-4-{4-cyclobutyl-2-[6-(methoxymethoxy)-2,7-dimethylindazol-5-yl]quinazolin-6-yl}-2,6-dimethylpiperazine-1-carboxylate C1(CCC1)C1=NC(=NC2=CC=C(C=C12)N1C[C@@H](N([C@H](C1)C)C(=O)OC(C)(C)C)C)C1=CC2=CN(N=C2C(=C1OCOC)C)C